diethyl-propiophenone C(C)C(C(=O)C1=CC=CC=C1)(C)CC